N1CC(C1)COC1=CC=2N(C=C1)C(=CN2)C2=CC(=NC=N2)NCC2=CC=C(C=C2)C=2C=NN(C2)C 6-{7-[(azetidin-3-yl)methoxy]imidazo[1,2-a]pyridin-3-yl}-N-{[4-(1-methyl-1H-pyrazol-4-yl)phenyl]methyl}pyrimidin-4-amine